((1s,3r)-3-benzoylaminocyclohexyl)-carbamic acid tert-butyl ester C(C)(C)(C)OC(N[C@@H]1C[C@@H](CCC1)NC(C1=CC=CC=C1)=O)=O